2-(benzo[b]thiophene-5-yl)acetonitrile S1C2=C(C=C1)C=C(C=C2)CC#N